O1C2=C(C=C1)C(C1=CC=CC=C1C2=O)=O 9h-naphtho[2,3-b]furan-4,9-dione